ClC1=C(C=C(C=C1)F)C=1C=NC(=NC1)NC1C[C@@H]2[C@@H](CN(C2)CC2=NC=CC=C2)C1 (3aR,5s,6aS)-N-(5-(2-chloro-5-fluorophenyl)pyrimidin-2-yl)-2-(pyridin-2-ylmethyl)octahydro-cyclopenta[c]pyrrol-5-amine